cyanoethanephosphonic acid dimethyl ester COP(OC)(=O)C(C)C#N